(R)-3-(4-hydroxybenzo[b]thiophene-5-yl)-4-methyl-6-((1-methylpiperidin-3-yl)amino)-1,2,4-triazine-5(4H)-one OC1=C(C=CC=2SC=CC21)C2=NN=C(C(N2C)=O)N[C@H]2CN(CCC2)C